(4-Hydroxy-4-methylpiperidin-1-yl)(2-(2,4,5-trifluoro-3-methoxyphenyl)thiazol-5-yl)methanone OC1(CCN(CC1)C(=O)C1=CN=C(S1)C1=C(C(=C(C(=C1)F)F)OC)F)C